6-amino-1,3-dimethylpyrimidine-2,4(1H,3H)-dione NC1=CC(N(C(N1C)=O)C)=O